methyl 1-(6-(2-methoxyphenyl)pyridazine-4-yl)-4-(5-methylisoxazol-3-yl)piperidine-4-carboxylate COC1=C(C=CC=C1)C1=CC(=CN=N1)N1CCC(CC1)(C(=O)OC)C1=NOC(=C1)C